NC1=C(C([C@](O1)([2H])C1=CC=C(C(=O)OCC)C=C1)=O)OS(=O)(=O)C([2H])([2H])C1=CC=CC=C1 ethyl (S)-4-(5-amino-3-oxo-4-(((phenylmethyl-d2)sulfonyl)oxy)-2,3-dihydrofuran-2-yl-2-d)benzoate